[4-(1-tert-butyl-1,2,4-triazol-3-yl)-3-(trifluoromethyl)phenyl]-[4-(5-methyloxazolo[4,5-b]pyridin-2-yl)piperazin-1-yl]methanone C(C)(C)(C)N1N=C(N=C1)C1=C(C=C(C=C1)C(=O)N1CCN(CC1)C=1OC=2C(=NC(=CC2)C)N1)C(F)(F)F